dichloro-nicotinamide ClC1=NC(=C(C(=O)N)C=C1)Cl